methyl 4-(2-chloro-5-methoxypyridin-4-yl)-6-methylpyridazine-3-carboxylate ClC1=NC=C(C(=C1)C1=C(N=NC(=C1)C)C(=O)OC)OC